FC1=C(OC2=C(C=C(C=C2C1=O)C)C(C)NC1=C(C(=O)OC(C)(C)C)C=CC=C1)I tert-butyl 2-[1-(3-fluoro-2-iodo-6-methyl-4-oxo-chromen-8-yl)ethylamino]benzoate